C1(=CC=CC=C1)N1C(CCC1)C=1N=CSC1 4-(1-phenylpyrrolidin-2-yl)thiazol